ClC1=NNC2=CC=C(C=C12)N(C1CCOCC1)C 3-Chloro-N-methyl-N-(tetrahydro-2H-pyran-4-yl)-1H-indazol-5-amine